COC1=C(C=C(C=C1)C1=CC=C(S1)CC1=C2N=C(C(=NC2=CC=C1)C(=O)N)C1=CC=CC=C1)C ((5-(4-methoxy-3-methylphenyl)thiophen-2-yl)methyl)-phenylquinoxaline-2-carboxamide